FC(C=1C(=C(C=CC1)[C@@H](C)NC1=NC=NC2=CC=C(C=C12)NC1=CC(=C(C=C1)CC(=O)N(C)C)OC)F)F (R)-2-(4-((4-((1-(3-(difluoromethyl)-2-Fluorophenyl)ethyl)amino)quinazolin-6-yl)amino)-2-methoxyphenyl)-N,N-dimethylacetamide